tricarbonyl-manganese (III) C(=O)=[Mn+3](=C=O)=C=O